(E)-2-fluoro-N-(5-(5-fluoro-4-(4-(4-oxopent-2-enoyl)piperazin-1-yl)quinoline-6-yl)-2-methoxypyridin-3-yl)benzenesulfonamide FC1=C(C=CC=C1)S(=O)(=O)NC=1C(=NC=C(C1)C=1C(=C2C(=CC=NC2=CC1)N1CCN(CC1)C(\C=C\C(C)=O)=O)F)OC